FC=1C=C(C=NC1)C(N1C[C@@H](N(C[C@@H]1C)C1=CC(N(C=2C=CC(=NC12)C#N)C)=O)C)C1=CC=C(C=C1)C |&1:13| 8-((2S,SR)-4-((5-fluoropyridin-3-yl)(p-tolyl)methyl)-2,5-dimethylpiperazin-1-yl)-5-methyl-6-oxo-5,6-dihydro-1,5-naphthyridine-2-carbonitrile